N3-(6-chloro-4-methoxypyridin-3-yl)-N1-ethyl-3-(2-isopropylphenyl)azetidine-1,3-dicarboxamide ClC1=CC(=C(C=N1)NC(=O)C1(CN(C1)C(=O)NCC)C1=C(C=CC=C1)C(C)C)OC